(R)-N-((R)-1-(benzofuran-6-yl)propan-2-yl)-2-methylpropane-2-sulfinamide O1C=CC2=C1C=C(C=C2)C[C@@H](C)N[S@](=O)C(C)(C)C